FC1=C(C(=CC=C1)C)N1N=C2C(=CC1=O)NN=C2C=2C=NN(C2)C2CCN(CC2)C 5-(2-fluoro-6-methylphenyl)-3-(1-(1-methylpiperidin-4-yl)-1H-pyrazol-4-yl)-1H-pyrazolo[4,3-c]pyridazin-6(5H)-one